2-(2-hydroxyethoxy)phthalimide OCCOC12C(C(=O)NC1=O)C=CC=C2